4-[6-[2-(2-azabicyclo[2.1.1]hexan-1-yl)ethynyl]-3,5-dihydro-2H-4,1-benzoxazepin-1-yl]-5-fluoro-1-(trideuteriomethyl)quinazolin-2-one C12(NCC(C1)C2)C#CC2=CC=CC1=C2COCCN1C1=NC(N(C2=CC=CC(=C12)F)C([2H])([2H])[2H])=O